COC1=C(OCC(=O)N)C=CC=C1 2-(2-methoxyphenoxy)acetamide